FC=1C(=NC=C(C1)C1=CC=NN1C1OCCCC1)OC1=C(C#N)C=CC=C1 ((3-fluoro-5-(1-(tetrahydro-2H-pyran-2-yl)-1H-pyrazol-5-yl)pyridin-2-yl)oxy)benzonitrile